6-Cyclopropyl-N-[2-(cyclopropylmethoxy)-5-isopropyl-phenyl]sulfonyl-4-fluoro-benzofuran-2-carboxamide C1(CC1)C1=CC2=C(C=C(O2)C(=O)NS(=O)(=O)C2=C(C=CC(=C2)C(C)C)OCC2CC2)C(=C1)F